N-(6-(6-fluoro-7-(isopropylamino)-5-(trifluoromethyl)-1H-indazol-4-yl)imidazo[1,2-a]pyrazin-2-yl)acetamide FC1=C(C(=C2C=NNC2=C1NC(C)C)C=1N=CC=2N(C1)C=C(N2)NC(C)=O)C(F)(F)F